CO[C@H](CN(CC[C@@H](C(=O)O)NC1=NC=C(C=N1)C)CCCCC1=NC=2NCCCC2C=C1)C (S)-4-(((S)-2-methoxypropyl)(4-(5,6,7,8-tetrahydro-1,8-naphthyridin-2-yl)butyl)amino)-2-((5-methylpyrimidin-2-yl)amino)butanoic acid